1-(2-((2-(dimethylcarbamoyl)benzo[b]thiophen-3-yl)amino)-2-oxoethyl)-1-(2-(isoxazol-3-ylamino)-2-oxoethyl)azepan-1-ium bromide [Br-].CN(C(=O)C1=C(C2=C(S1)C=CC=C2)NC(C[N+]2(CCCCCC2)CC(=O)NC2=NOC=C2)=O)C